1-(diethylamino)ethanol hydrochloride Cl.C(C)N(C(C)O)CC